C(C)(C)(C)OC(=O)N1CC2=C(CC1)OC(=N2)C2=CC=C(C=C2)O 2-(4-hydroxyphenyl)-6,7-dihydrooxazolo[4,5-c]pyridine-5(4H)-carboxylic acid tert-butyl ester